C12(CC3CC(CC(C1)C3)C2)C(C)NCCCCCCCOC2=C3C(N(C(=NC3=CC=C2)C(F)(F)F)[C@@H]2C(NC(CC2)=O)=O)=O (3S)-3-(5-((7-((1-((3r,Sr,7r)-adamantan-1-yl)ethyl)amino)heptyl)oxy)-4-oxo-2-(trifluoromethyl)quinazolin-3(4H)-yl)piperidine-2,6-dione